tert-butyl(1-(6-(4-cyano-3-fluorophenyl)-4-methoxy-5-vinylpyridin-2-yl)piperidin-4-yl)carbamate C(C)(C)(C)OC(NC1CCN(CC1)C1=NC(=C(C(=C1)OC)C=C)C1=CC(=C(C=C1)C#N)F)=O